Tert-butyl ((4R,5S,8s)-3-(5-(6-(3-cyanopyrrolo[1,2-b]pyridazin-7-yl)-4-(isopropylamino)pyridin-3-yl)-1,3,4-thiadiazol-2-yl)-3-azabicyclo[3.2.1]octan-8-yl)carbamate C(#N)C1=CC=2N(N=C1)C(=CC2)C2=CC(=C(C=N2)C2=NN=C(S2)N2CC1CC[C@@H](C2)C1NC(OC(C)(C)C)=O)NC(C)C